ClC=1C=C2C(=NC1OC)C(=C(N2C)C2=NNC(=N2)[C@H](C(F)(F)F)OC)N2C=NC=C2 (R)-6-chloro-3-(1H-imidazol-1-yl)-5-methoxy-1-methyl-2-(5-(2,2,2-trifluoro-1-methoxy-ethyl)-1H-1,2,4-triazol-3-yl)-1H-pyrrolo[3,2-b]pyridine